4-((6-bromobenzo[d]thiazol-2-yl)carbamoyl)piperazine-1-carboxylic acid tert-butyl ester C(C)(C)(C)OC(=O)N1CCN(CC1)C(NC=1SC2=C(N1)C=CC(=C2)Br)=O